C(C)(=O)N(N(C(=O)C1=CC=2C3=C(C(=NC2C=C1)N)C=NN3C)CC3=NC=C(C=C3)C(F)(F)F)CC3CC3 N'-acetyl-4-amino-N'-(cyclopropylmethyl)-1-methyl-N-((5-(trifluoromethyl)pyridin-2-yl)methyl)-1H-pyrazolo[4,3-c]quinoline-8-carbohydrazide